ClC=1C=C(C=CC1Cl)NC(=O)N1C2CCC1CC=1N=C(N=CC12)C(F)(F)F (±)-N-(3,4-dichlorophenyl)-2-(trifluoromethyl)-6,7,8,9-tetrahydro-5H-5,8-epimino-cyclohepta[d]pyrimidine-10-carboxamide